(1S,2S,4R,5R,6S,7S)-N-(3,4-dichlorophenyl)-7-(2-fluoropyrimidin-5-yl)-8-oxatricyclo[3.2.1.02,4]octane-6-carboxamide ClC=1C=C(C=CC1Cl)NC(=O)[C@@H]1[C@H]2[C@@H]3C[C@@H]3[C@@H]([C@@H]1C=1C=NC(=NC1)F)O2